C(C)OC(C[C@H](CC1=NC(=CC=C1F)C1=CC=C(C=C1)OC1=NC=C(C=C1F)Cl)NC(=O)OC(C)(C)C)=O (S)-3-((tert-Butoxycarbonyl)amino)-4-(6-(4-((5-chloro-3-fluoropyridin-2-yl)oxy)phenyl)-3-fluoropyridin-2-yl)butanoic acid ethyl ester